IC=1C=C(C=CC1)N(CCC(=O)OC)CCC(=O)OC dimethyl 3,3'-((3-iodophenyl)azanediyl)dipropanoate